FC1=CC=C(C=C1)[C@@H](C)C1=C(N=CC(=N1)C(=O)N[C@H]1COCC1)NCCN1CCCC1 6-((R)-1-(4-fluorophenyl)ethyl)-5-((2-(pyrrolidin-1-yl)ethyl)amino)-N-((R)-tetrahydrofuran-3-yl)pyrazine-2-carboxamide